N1=CCSC=C1S(=O)(=O)N 4,1-thiazine-6-sulfonamide